C(C)(C)(C)OC(=O)N1C[C@H](CCC1)NC=1C2=C(N=CN1)C(=CC(=N2)Cl)C(N)=O (S)-3-((8-carbamoyl-6-chloropyrido[3,2-d]pyrimidin-4-yl)amino)piperidine-1-carboxylic acid tert-butyl ester